CC1=CC=C(CN2C(N(C3=C2C=CC=C3)[C@H](CNC(C3=NC(=CC=C3)C)=O)CC3=CC=C(C=C3)C)=NC(OC(C)(C)C)=O)C=C1 tert-butyl (S)-(1-(4-methylbenzyl)-3-(1-(6-methylpicolinamido)-3-(p-tolyl)propan-2-yl)-1,3-dihydro-2H-benzo[d]imidazol-2-ylidene)carbamate